(Z)-((methylamino)(methylthio)methylene)carbamic acid benzyl ester C(C1=CC=CC=C1)OC(\N=C(/SC)\NC)=O